COC(CCCC(CC=O)C)(C)C 7-methoxy-3,7-dimethylcaprylaldehyde